The molecule is a monochloropyridine that is 2-chloropyridine substituted by a [2-(carbamoylimino)-1,3-thiazolidin-3-yl]methyl group at position 5. It is a metabolite of the insecticide thiacloprid. It has a role as a marine xenobiotic metabolite. It is a member of thiazolidines, a monochloropyridine and a member of ureas. C1CS/C(=N/C(=O)N)/N1CC2=CN=C(C=C2)Cl